6-Pyruvoyl-5,6,7,8-tetrahydropterin C(C(=O)C)(=O)C1NC=2C(NC(=NC2NC1)N)=O